OCCC=1N=C2N(C=CC(=C2)C(=O)N)C1I (2-hydroxyethyl)-3-iodoimidazo[1,2-a]pyridine-7-carboxamide